ClC1=C2C(=NC=C1OC=1C=NN3C1C=NC=C3)N=C(N2C)NC2=CC(=C(C=C2)CN2C[C@H](CC2)OC)C(F)(F)F (S)-7-chloro-N-(4-((3-methoxypyrrolidin-1-yl)methyl)-3-(trifluoromethyl)phenyl)-1-methyl-6-(pyrazolo[1,5-a]pyrazin-3-yloxy)-1H-imidazo[4,5-b]pyridin-2-amine